O1COCC2=C1C=CC(=C2)C2CC2 1-(4H-benzo[d][1,3]dioxin-6-yl)cyclopropane